FC1=C2C=C(NC2=CC(=C1)OCC1=NOC=C1)CNC(CC)=O N-((4-fluoro-6-(isoxazol-3-ylmethoxy)-1H-indol-2-yl)methyl)propionamide